C(CCCCCCCCCCCCCCCCC)/C(/C(=O)[O-])=C/C(=O)[O-] stearylmaleate